3-(2-{[(6S)-4-azaspiro[2.5]octan-6-yl]amino}-5-(trifluoromethyl)pyrimidin-4-yl)-7-(2-methoxyethyl)-1H,4H,5H,6H,7H,8H-pyrrolo[2,3-c]azepin-8-one C1CC12NC[C@H](CC2)NC2=NC=C(C(=N2)C2=CNC=1C(N(CCCC12)CCOC)=O)C(F)(F)F